6-bromo-2-methylpyrido[2,3-d]pyrimidin-4-ol BrC1=CC2=C(N=C(N=C2O)C)N=C1